7-methyl-2-(3-methyl-1H-pyrazol-1-yl)-N-(4-(trifluoromethyl)phenyl)-7H-pyrrolo[2,3-d]pyrimidin-4-amine CN1C=CC2=C1N=C(N=C2NC2=CC=C(C=C2)C(F)(F)F)N2N=C(C=C2)C